C(C)OC1=CN=CC(=N1)C1=NN=C(S1)C(=O)OCC ethyl 5-(6-ethoxypyrazin-2-yl)-1,3,4-thiadiazole-2-carboxylate